The molecule is a cyclic ketone that consists of cyclohexane bearing a single oxo substituent. It has a role as a human xenobiotic metabolite. C1CCC(=O)CC1